C(C)(C)(C)OC(=O)N(C1=NC=CC(=N1)C1=CC=C(C=C1)[N+](=O)[O-])C(=O)OC(C)(C)C N,N-di-t-butyloxycarbonyl-4-(4-nitrophenyl)pyrimidin-2-amine